N-{4-[2-(2-chloro-3-fluorophenyl)acetamido]pyridin-2-yl}-N-(3,5-difluoro-4-methylphenyl)acetamide ClC1=C(C=CC=C1F)CC(=O)NC1=CC(=NC=C1)N(C(C)=O)C1=CC(=C(C(=C1)F)C)F